C1(CC1)CNC(C1=CC=C(C=C1)[C@@H]1CC2(CC(C2)(F)F)CCN1CC1=C2C=CNC2=C(C=C1OC)C)=O (S)-N-(cyclopropylmethyl)-4-(2,2-difluoro-7-((5-methoxy-7-methyl-1H-indol-4-yl)methyl)-7-azaspiro[3.5]nonan-6-yl)benzamide